C(CCCC(CCCCCCC)O)O dodecane-1,5-diol